BrC=1C=CC(=NC1)NNC(=O)C1=NOC(=N1)C N'-(5-bromopyridin-2-yl)-5-methyl-1,2,4-oxadiazol-3-carbohydrazide